7-aminoimidazo[1,2-C]pyrimidine NC1=CC=2N(C=N1)C=CN2